C(CCCCCCCCCCCCC)(=O)[O-].C(CCCCCCCCCCCCC)(=O)[O-].[Al+2] aluminum bis(myristate)